2,6-dimethyl-N-pentyl-4-(1-piperidinyl)piperidine-1-carboxamide hydrochloride Cl.CC1N(C(CC(C1)N1CCCCC1)C)C(=O)NCCCCC